C(\C=C/CCCCCCCC)OC(CCCCCOCC(COCCCC(=O)OC)N(C)C)=O.NC1=C(NC2CCN(CC2)C(CC2=CC=C(C=C2)C(F)(F)F)=O)C=CC=C1 1-[4-(2-Aminoanilino)-1-piperidinyl]-2-[4-(trifluoromethyl)phenyl]ethanone (Z)-undec-2-en-1-yl-6-(2-(dimethylamino)-3-(4-methoxy-4-oxobutoxy)propoxy)hexanoate